NC1=C2N=CN(C2=NC(=N1)N\N=C\C1=CC=C(C#N)C=C1)[C@@H]1O[C@@H]([C@H]([C@H]1O)O)CO 4-{E-{2-{6-amino-9-[(2R,3R,4S,5R)-3,4-dihydroxy-5-(hydroxymethyl)tetrahydrofuran-2-yl]-9H-purin-2-yl}hydrazono}methyl}benzonitrile